C(C1=CC=CC=C1)OC1=NC(=CC=C1C1=NN(C2=CC(=CC=C12)CC(OCC)OCC)C)OCC1=CC=CC=C1 3-(2,6-Bis(benzyloxy)pyridin-3-yl)-6-(2,2-diethoxyethyl)-1-methyl-1H-indazole